2-Cyclopropyl-8-(2-fluoroethoxy)-N-(1-methyl-2-oxo-1,2-dihydropyridin-3-yl)imidazo[1,2-a]pyrazine-6-carboxamide trifluoroacetate FC(C(=O)O)(F)F.C1(CC1)C=1N=C2N(C=C(N=C2OCCF)C(=O)NC=2C(N(C=CC2)C)=O)C1